tert-Butyl (3R,5S)-3-[3-[[6-amino-1-methyl-3-[2-(methylamino)-2-oxo-ethoxy]-2-oxo-8-quinolyl]oxy]propyl]-4,4-difluoro-5-methyl-piperidine-1-carboxylate NC=1C=C2C=C(C(N(C2=C(C1)OCCC[C@@H]1CN(C[C@@H](C1(F)F)C)C(=O)OC(C)(C)C)C)=O)OCC(=O)NC